[Cl-].CC1=C(C=CC=C1)PC1=C(C=CC=C1)C di(o-methylphenyl)phosphine chloride